3-Hydroxynaphthalene-2-carboxylic acid (3,4-dihydroxybenzylidene)hydrazide OC=1C=C(C=NNC(=O)C2=CC3=CC=CC=C3C=C2O)C=CC1O